Methyl (5-((4-(4-morpholinopiperidin-1-yl)phenyl)thio)-1H-benzo[d]imidazol-2-yl)carbamate O1CCN(CC1)C1CCN(CC1)C1=CC=C(C=C1)SC1=CC2=C(NC(=N2)NC(OC)=O)C=C1